(S)-1-(3-((1R,3R)-1-(2,6-difluoro-4-((1-(3-fluoropropyl)azetidin-3-yl)amino)phenyl)-3-methyl-1,3,4,9-tetrahydro-2H-pyrido[3,4-b]indol-2-yl)bicyclo[1.1.1]pentan-1-yl)ethan-1-ol FC1=C(C(=CC(=C1)NC1CN(C1)CCCF)F)[C@H]1N([C@@H](CC2=C1NC1=CC=CC=C21)C)C21CC(C2)(C1)[C@H](C)O